di(pentadecan-7-yl) 3,3'-(((1-(3-morpholinopropyl)-1H-pyrazol-4-yl)methyl)azanediyl)dipropionate O1CCN(CC1)CCCN1N=CC(=C1)CN(CCC(=O)OC(CCCCCC)CCCCCCCC)CCC(=O)OC(CCCCCC)CCCCCCCC